CC1=NNC=C1C(=O)NC1=C2C(CC(C2=CC=C1)(C)C)C methyl-N-(1,1,3-trimethylindan-4-yl)pyrazole-4-carboxamide